C(C(C)C)C1CCCC1 ISOBUTYLCYCLOPENTANE